N1(N=CC=C1)C1=C(C=C(C=N1)N)C(F)(F)F 6-(1H-pyrazol-1-yl)-5-(trifluoromethyl)pyridin-3-amine